((7-methoxy-2-methyl-1,2,3,4-tetrahydroisoquinolin-6-yl)amino)-5-((3-(methoxymethyl)phenyl)amino)-1,2,4-triazine-6-carboxamide COC1=C(C=C2CCN(CC2=C1)C)NC=1N=NC(=C(N1)NC1=CC(=CC=C1)COC)C(=O)N